COC=1C(=NC=C(C1)[N+](=O)[O-])N1[C@H]2CO[C@@H](C1)C2 (1R,4R)-5-(3-methoxy-5-nitropyridin-2-yl)-2-oxa-5-azabicyclo[2.2.1]heptane